dimethyl biphenyl-2,2-dicarboxylate C=1(C(CC=CC1)(C(=O)OC)C(=O)OC)C1=CC=CC=C1